C(C)(C)(CC(C)(C)C)C1=C(C=CC=C1)O Tert-octyl-phenol